tert-butyl 3-[(5-bromo-2-methoxycarbonyl-phenyl)methyl]azetidine-1-carboxylate BrC=1C=CC(=C(C1)CC1CN(C1)C(=O)OC(C)(C)C)C(=O)OC